7-fluoro-4-(8-fluoro-2-(((S)-1-methylpyrrolidin-2-yl)methoxy)-4-(piperazin-1-yl)-6-(trifluoromethyl)quinazolin-7-yl)benzo[d]thiazol-2-amine FC1=CC=C(C=2N=C(SC21)N)C2=C(C=C1C(=NC(=NC1=C2F)OC[C@H]2N(CCC2)C)N2CCNCC2)C(F)(F)F